N(C(=N)N)N(CCCCNCCCN)NC(=N)N bis-guanidino-spermidine